BrCC1(COC1)C 3-(bromomethyl)-3-methyl-oxetane